N(N)C(C)C1=CC=C(C(=O)NN)C=C1 (Z)-4-(1-hydrazinoethyl)benzoyl-hydrazine